C(C=C)(=O)OCCCCC[Si](F)(F)F acryloxypentyltrifluorosilane